N-(tert-butyldimethylsilyl)-5-(2-(hydroxymethyl)phenyl)thiophene-2-sulfonimidamide [Si](C)(C)(C(C)(C)C)NS(=O)(=N)C=1SC(=CC1)C1=C(C=CC=C1)CO